tert-butyl N-[(9R,10E,13S)-9-methyl-8-oxo-3-{[2-(trimethylsilyl) ethoxy]methyl}-3,4,7-triazatricyclo[12.3.1.02,6]octadeca-1(18),2(6),4,10,14,16-hexaen-13-yl]carbamate C[C@H]\1C(NC=2C=NN(C2C=2C=CC=C([C@H](C/C=C1)NC(OC(C)(C)C)=O)C2)COCC[Si](C)(C)C)=O